N-(3-bromo-2,4-difluorophenyl)-5-chloropyridine-3-sulfonamide BrC=1C(=C(C=CC1F)NS(=O)(=O)C=1C=NC=C(C1)Cl)F